5-(5-(2-((4-(trifluoromethyl)phenyl)amino)phenyl)-1,3,4-oxadiazol-2-yl)oxazolidin-2-one FC(C1=CC=C(C=C1)NC1=C(C=CC=C1)C1=NN=C(O1)C1CNC(O1)=O)(F)F